N-(4-(4-amino-7-(4(S)-((2(R)-fluoropropyl)amino)cyclohex-1-en-1-yl)-1-isopropyl-1H-pyrazolo[4,3-c]pyridin-3-yl)-2-fluorophenyl)-1-(2-chlorophenyl)methanesulfonamide NC1=NC=C(C2=C1C(=NN2C(C)C)C2=CC(=C(C=C2)NS(=O)(=O)CC2=C(C=CC=C2)Cl)F)C2=CC[C@H](CC2)NC[C@@H](C)F